C(#N)C1=CC(=CN1C)/C=C/C(=O)OC methyl (E)-3-(5-cyano-1-methyl-1H-pyrrol-3-yl)acrylate